tetrahydro-9H-6,10-methanopyrimido[4',5':5,6]pyrido[3,2-b][1,4,7]oxadiazonine-9-carboxylate N1CNCC=2C1=CC=1OC=C3N(C=CN(C1N2)C3)C(=O)[O-]